methyl 5-(4-(2-(2-((tert-butoxycarbonyl)amino)ethoxy)ethyl)piperazin-1-yl)pyrimidine-2-carboxylate C(C)(C)(C)OC(=O)NCCOCCN1CCN(CC1)C=1C=NC(=NC1)C(=O)OC